FC=1C=NC=C(C1C(C)F)C=C 3-fluoro-4-(1-fluoroethyl)-5-vinylpyridine